[Ru](I)I.C1(=CC=C(C=C1)C)C(C)C.C1(=CC=C(C=C1)C)C(C)C bis(4-cymene) ruthenium diiodide